1-((4-fluorophenyl)sulfonyl)-5-phenyl-1,2,3,6-tetrahydropyridine FC1=CC=C(C=C1)S(=O)(=O)N1CCC=C(C1)C1=CC=CC=C1